(E)-3-bromo-N,N,2-trimethylacrylamide Br/C=C(/C(=O)N(C)C)\C